C(C)(C)(C)OC(=O)N1CCC(CC1)(CCC1=CC=CC=C1)C(=O)NNC=O 4-(2-formylhydrazine-1-carbonyl)-4-phenethylpiperidine-1-carboxylic acid tert-butyl ester